C1(CC1)N1C(C[C@H](C1)CN1N=C2N=C(C=NC2=C1)C1=C(C=C(C=C1C)C(F)(F)F)O)=O (R)-1-cyclopropyl-4-((6-(2-hydroxy-6-methyl-4-(trifluoromethyl)phenyl)-2H-pyrazolo[3,4-b]pyrazin-2-yl)methyl)pyrrolidin-2-one